N-(4-((4-(2-methoxyethoxy)-6-(methylsulfonyl)pyridin-2-yl)amino)-5-(1-methyl-5-morpholino-1H-pyrazol-3-yl)pyridin-2-yl)acetamide COCCOC1=CC(=NC(=C1)S(=O)(=O)C)NC1=CC(=NC=C1C1=NN(C(=C1)N1CCOCC1)C)NC(C)=O